N-(3-amino-4-fluorophenyl)-2,3-dihydrobenzo[b][1,4]dioxine-6-carboxamide NC=1C=C(C=CC1F)NC(=O)C1=CC2=C(OCCO2)C=C1